Heptafluorobutanone FC(C(C(C(F)(F)F)=O)(F)F)F